N-(5-(bis(2-hydroxyethyl)amino)-2-((2-chloro-4-nitrophenyl)diazenyl)phenyl)acetamide OCCN(C=1C=CC(=C(C1)NC(C)=O)N=NC1=C(C=C(C=C1)[N+](=O)[O-])Cl)CCO